FC1=CC=C(C=C1)C(C(C(=O)C1=CC=CC=C1)C)=O 1-(4-fluorophenyl)-2-methyl-3-phenylpropane-1,3-dione